C(CCCCCCC)OC(CC)=S thiopropionic acid octyl ester